2-methoxyethyl (1S,2R,5R)-2-(hydroxycarbamoyl)-3-((6-(4-isopropoxy-phenoxy)pyridin-3-yl)sulfonyl)-3,8-diazabicyclo[3.2.1]-octane-8-carboxylate ONC(=O)[C@H]1[C@@H]2CC[C@H](CN1S(=O)(=O)C=1C=NC(=CC1)OC1=CC=C(C=C1)OC(C)C)N2C(=O)OCCOC